C[Si](CCOCN1N=C(C=2C1=NC=CC2C=C)C#N)(C)C 1-((2-(trimethylsilyl)ethoxy)methyl)-4-vinyl-1H-pyrazolo[3,4-b]pyridine-3-carbonitrile